C(C)(C)NC(O[C@H]1C[C@H](CC1)C1=CC(=NN1)NC=1C=CC2=C(C(NS2(=O)=O)(C)C)C1)=O (1R,3S)-3-(3-((3,3-dimethyl-1,1-dioxido-2,3-dihydrobenzo[d]isothiazol-5-yl)amino)-1H-pyrazol-5-yl)cyclopentyl isopropylcarbamate